3-(1-(5-(Trifluoromethyl)pyridin-2-yl)-1H-pyrazolo[4,3-b]pyridin-3-yl)-1,2,4-oxadiazol-5(4H)-one FC(C=1C=CC(=NC1)N1N=C(C2=NC=CC=C21)C2=NOC(N2)=O)(F)F